C(C)(C)(C)OC(=O)N1C[C@H](CC1)NC(=O)C (S)-3-Acetaminopyrrolidine-1-carboxylic acid tert-butyl ester